COC(=O)[C@@H]1CN(CC[C@H]1N)C(=O)OC(C)(C)C |r| rac-(3R,4R)-4-amino-piperidine-1,3-dicarboxylic acid 1-tert-butyl ester 3-methyl ester